ClC=1C=C(C=CC1F)NC(=O)C=1C(=C(N2CCCCC12)C(C(=O)NC1(CC(C1)(F)F)CO)=O)C N-(3-chloro-4-fluorophenyl)-3-(2-((3,3-difluoro-1-(hydroxymethyl)cyclobutyl)amino)-2-oxoacetyl)-2-methyl-5,6,7,8-tetrahydroindolizine-1-carboxamide